COC1O[C@@H]([C@H]2OC(O[C@H]21)(C)C)CNC(CCC)=O N-[[(3aR,6R,6aR)-4-methoxy-2,2-dimethyl-3a,4,6,6a-tetrahydrofuro[3,4-d][1,3]-dioxol-6-yl]methyl]butanamide